C(C)(C)(C)OC(=O)N1C[C@H]([C@H](CC1)F)N (3R,4S)-3-amino-4-fluoropiperidine-1-carboxylic acid tert-butyl ester